2-[(5-decoxymethyl-2-furanyl)methylene]propanedioic acid C(CCCCCCCCC)OCC1=CC=C(O1)C=C(C(=O)O)C(=O)O